diethyl-aluminum propoxide [O-]CCC.C(C)[Al+]CC